CC(=C[SiH3])C (dimethyl)vinylsilane